4-(6-amino-2-chloro-9H-purin-9-yl)-N-[5-(2-amino-2-oxoethyl)-1,3-thiazol-2-yl]cyclohexanecarboxamide NC1=C2N=CN(C2=NC(=N1)Cl)C1CCC(CC1)C(=O)NC=1SC(=CN1)CC(=O)N